C(C)(C)(C)OC(=O)N(CC=CC(=O)O)C 4-((tert-butoxycarbonyl)(methyl)amino)but-2-enoic acid